CN1[C@@H](CCC1)COC1=NN2C(C(=N1)O)=NC=C2CC2=C(C=CC=C2)C(F)(F)F (S)-2-((1-methylpyrrolidin-2-yl)methoxy)-7-(2-(trifluoromethyl)benzyl)imidazo[2,1-f][1,2,4]triazin-4-ol